tert-Butyl 2-(5-(5-((R)-1-(3,5-Dichloropyridin-4-yl)ethoxy)-1-(tetrahydro-2H-pyran-2-yl)-1H-indazol-3-yl)pyrimidin-2-yl)-2,6-diazaspiro[3.5]nonane-6-carboxylate ClC=1C=NC=C(C1[C@@H](C)OC=1C=C2C(=NN(C2=CC1)C1OCCCC1)C=1C=NC(=NC1)N1CC2(C1)CN(CCC2)C(=O)OC(C)(C)C)Cl